5-(2-((1-(cyclopropylsulfonyl)piperidin-4-yl)amino)-5-fluoropyrimidin-4-yl)-1-isopropylpyridin-2(1H)-one C1(CC1)S(=O)(=O)N1CCC(CC1)NC1=NC=C(C(=N1)C=1C=CC(N(C1)C(C)C)=O)F